2-(3-phenylpropyl)-1H-indene C1(=CC=CC=C1)CCCC=1CC2=CC=CC=C2C1